O1CN=CC=C1 1,3-oxazin